ClC1=C2CCN([C@@H](C2=C(C=C1)OCC=1N=NN(C1C(F)F)C)CN1C(CCC1)=O)C(=O)OC(C)(C)C (S)-tert-butyl 5-chloro-8-((5-(difluoromethyl)-1-methyl-1H-1,2,3-triazol-4-yl) methoxy)-1-((2-oxopyrrolidin-1-yl) methyl)-3,4-dihydroisoquinoline-2(1H)-carboxylate